tert-butyl N-[5-(oxetan-3-yl)pyrazin-2-yl]carbamate O1CC(C1)C=1N=CC(=NC1)NC(OC(C)(C)C)=O